2,2,7,7-tetrakis(N,N-di-p-tolyl)amino-9,9-spirobifluorene C1(=CC=C(C=C1)N(C1=CC=C(C=C1)C)C1(C=C2C3(C4=CC(C=CC4=C2C=C1)(N(C1=CC=C(C=C1)C)C1=CC=C(C=C1)C)N(C1=CC=C(C=C1)C)C1=CC=C(C=C1)C)C1=CC=CC=C1C=1C=CC=CC13)N(C1=CC=C(C=C1)C)C1=CC=C(C=C1)C)C